FC1(CCC2=C(C=CC=C12)[C@@H](C)N)F (R)-1-(1,1-difluoro-2,3-dihydro-1H-inden-4-yl)ethanamine